C(O)C1CNC(CN1)CO 3,6-dimethylolpiperazine